2-HYDROXY-5-(METHYLAMINO)BENZALDEHYDE OC1=C(C=O)C=C(C=C1)NC